sulfo-succinic acid S(=O)(=O)(O)C(C(=O)O)CC(=O)O